COC(CC(CC1=C(C=CC(=C1)C)[N+](=O)[O-])=O)=O methyl-4-(5-methyl-2-nitrophenyl)-3-oxobutyrate